2-bromo-4,6-difluoroaniline BrC1=C(N)C(=CC(=C1)F)F